2-(bromomethyl)-4-phenoxypyrimidine BrCC1=NC=CC(=N1)OC1=CC=CC=C1